C(N)(=O)C=1C=CC(=NC1C1=CC=C(C=C1)OC1=CC=CC=C1)C1=CCN(CC1)C(=O)[O-] 4-(5-carbamoyl-6-(4-phenoxyphenyl)pyridin-2-yl)-5,6-dihydropyridine-1(2H)-carboxylate